CN1C2=C3C=C1C(N1CCC4C=CC(=C(C5=CN=C(OC=CC=CC=C(C=N2)C3)CC5)CC(=O)O)CC4C1)=O 2-(33-methyl-2-oxo-15-oxa-1,7,17,33-tetrazahexacyclo[19.5.3.216,19.13,6.15,9.024,28]tritriaconta-decaen-20-yl)acetic acid